FC1(CC2(CCCN2C1)C(=O)OC)F methyl 2,2-difluorotetrahydro-1H-pyrrolizine-7a(5H)-carboxylate